C(C)(C)N(C(=O)C1=C(OC=2C(=NC=NC2)N2CC3(C2)CCN(CC3)CC3CCN(CC3)S(=O)(=O)N3CC2(CNC2)C3)C=CC(=C1)F)C(C)C 6-((4-((2-(5-(2-(diisopropylcarbamoyl)-4-fluorophenoxy)pyrimidin-4-yl)-2,7-diazaspiro[3.5]nonan-7-yl)methyl)piperidin-1-yl)sulfonyl)-2,6-diazaspiro[3.3]heptane